CC1(C(N(C2=CC=CC(=C12)N1CCC2(OCCO2)CC1)C1C(NC(CC1)=O)=O)=O)C 3-(3,3-dimethyl-2-oxo-4-(1,4-dioxa-8-azaspiro[4.5]decan-8-yl)indolin-1-yl)piperidine-2,6-dione